COC=1C=C(C=CC1NC1=NC=C(C(=N1)C=1C=NN(C1)C1CCOCC1)C(F)(F)F)C(=O)N1CCOCC1 (3-methoxy-4-((4-(1-(tetrahydro-2H-pyran-4-yl)-1H-pyrazol-4-yl)-5-(trifluoromethyl)pyrimidin-2-yl)amino)phenyl)(morpholino)methanone